FCCCN1CC(C1)=CC1=CC=C(C=C1)C1=C(CCCC2=C1C=CC=C2)CC(C)C 9-(4-((1-(3-Fluoropropyl)azetidin-3-yliden)methyl)phenyl)-8-isobutyl-6,7-dihydro-5H-benzo[7]annulen